FC1=CC=C(C=C1)[C@H](C)N (S)-1-(4-fluorophenyl)ethanamine